C(#N)C=1C=NN(C1)C1CC(N(CC1)COC(=O)N1C=CC2=CC(=CC(=C12)C)OC)C1=CC=C(C=C1)C(=O)OC [(4-(4-cyanopyrazol-1-yl)-2-(4-methoxycarbonylphenyl)-1-piperidyl)methyl]-5-methoxy-7-methyl-indole-1-carboxylate